C(#N)C1(CC1)NS(=O)(=O)C1=CC=C2C3=C(N(C2=C1)C=1SC(=NN1)C(F)F)N=CN=C3N3[C@@H](CN([C@H](C3)C)C)C N-(1-cyanocyclopropyl)-9-(5-(difluoromethyl)-1,3,4-thiadiazol-2-yl)-4-((2R,5S)-2,4,5-trimethylpiperazin-1-yl)-9H-pyrimido[4,5-b]indole-7-sulfonamide